ClC=1C=C(C=CC1)C(C(=O)N1CC2=C(N=C(NC2=O)C2(CC2)C=2C=NC=C(C2)C2=CC=CC=C2)CC1)(F)F 6-(2-(3-chlorophenyl)-2,2-difluoroacetyl)-2-(1-(5-phenylpyridin-3-yl)cyclopropyl)-5,6,7,8-tetrahydropyrido[4,3-d]pyrimidin-4(3H)-one